B(F)(F)F.COC1=CC=C2C=CC=C(C2=C1)[K] (7-methoxynaphthalen-1-yl)potassium (I) trifluoroborate